N1[C@@H](CCC1)C(CC)OC1OC(C2=CC=CC=C12)=O (1-((S)-pyrrolidin-2-yl)propoxy)isobenzofuran-1(3H)-one